N-methyl-2-(piperazin-1-yl)thiazol-5-amide CNC(=O)C1=CN=C(S1)N1CCNCC1